3-(2-methyl-4-oxo-5-(piperazin-1-ylmethyl)quinazolin-3(4H)-yl)piperidine CC1=NC2=CC=CC(=C2C(N1C1CNCCC1)=O)CN1CCNCC1